(S)-quinuclidin-3-yl (2,2-dimethyl-5-(p-tolyl)-2,3-dihydro-1H-inden-1-yl)carbamate CC1(C(C2=CC=C(C=C2C1)C1=CC=C(C=C1)C)NC(O[C@@H]1CN2CCC1CC2)=O)C